NC1=NC2=C(C=3N1N=C(N3)C=3OC=CC3)C=NN2[C@](C(=O)NCC2=NC=C(C=C2)C(F)(F)F)(C)C2=CC=CC=C2 (R)-2-(5-amino-2-(furan-2-yl)-7H-pyrazolo[4,3-e][1,2,4]triazolo[1,5-c]pyrimidin-7-yl)-2-phenyl-N-((5-(trifluoromethyl)pyridin-2-yl)methyl)propionamide